4-Methyl-5-(trifluoromethyl)-2,4-dihydro-3H-1,2,4-triazol-3-one CN1C(NN=C1C(F)(F)F)=O